N-(2-chloro-6-methyl-5-nitropyrimidin-4-yl)-N-methyl-L-valine methyl ester COC([C@@H](N(C)C1=NC(=NC(=C1[N+](=O)[O-])C)Cl)C(C)C)=O